dihydro-1,2,4-thiadiazole S1NCN=C1